FC(C1=C(C=CC=C1)C1CN(CC1)C1CC2(CNC2)C1)(F)F 6-(3-(2-(trifluoromethyl)phenyl)pyrrolidin-1-yl)-2-azaspiro[3.3]heptane